CC1(C(C(=C[C@]2(CCN(C2)C(=O)C2=CC(=CC=C2)C=2SC=CC2)C1)C#N)=O)C (5R)-9,9-dimethyl-8-oxo-2-[3-(thiophen-2-yl)benzene-1-carbonyl]-2-azaspiro[4.5]dec-6-ene-7-carbonitrile